(6-((3S,5R)-3,5-dimethylpiperazin-1-yl)pyridazin-3-yl)-6-ethoxy-2-methyl-2H-indazole-5-carboxamide hydrochloride Cl.C[C@H]1CN(C[C@H](N1)C)C1=CC=C(N=N1)C=1N(N=C2C=C(C(=CC12)C(=O)N)OCC)C